C(C1=CC=CC=C1)N1CC2(C1)CN(CCC2)C(CC=2N=C(SC2)C2=CC=CC=C2)=O 1-{2-benzyl-2,6-diazaspiro[3.5]nonan-6-yl}-2-(2-phenyl-1,3-thiazol-4-yl)ethan-1-one